(4-bromophenyl)bis(benzofuran-2-yl)phosphorus oxide BrC1=CC=C(C=C1)P(C=1OC2=C(C1)C=CC=C2)(C=2OC1=C(C2)C=CC=C1)=O